CN(CCNC(N)=O)C 3-(2-(dimethylamino)ethyl)urea